N-(4-(7-Cyclopropoxy-1,3,4,5-tetrahydro-2H-benzo[c]azepin-2-yl)-2,6-dimethylphenyl)-3,3-dimethylbutanamide C1(CC1)OC1=CC2=C(CN(CCC2)C2=CC(=C(C(=C2)C)NC(CC(C)(C)C)=O)C)C=C1